Rac-cis-1-[2-(3-chlorophenyl)ethyl]-4-[(4-methylsulfonylphenoxy)methyl]-3-methylpyrrolidin-3-ol ClC=1C=C(C=CC1)CCN1C[C@@]([C@@H](C1)COC1=CC=C(C=C1)S(=O)(=O)C)(O)C |r|